pyridinesulfonamide sodium salt [Na+].N1=C(C=CC=C1)S(=O)(=O)[NH-]